BrC=1C=C(CNC(C(OCC)OCC)=N)C=C(C1)Br N-(3,5-dibromobenzyl)-2,2-diethoxyacetimidamide